C=1N=C(N2C1CCCC2)C(=O)O 5,6,7,8-Tetrahydroimidazo[1,5-a]pyridine-3-carboxylic acid